NC1=C(C=C(C(=O)OC)C=C1)NC1COCC1(C)OC Methyl 4-amino-3-((4-methoxy-4-methyltetrahydrofuran-3-yl)amino)benzoate